(3S,6S,7R,8R)-8-Benzyl-3-[({3-[(isobutyryloxy)methoxy]-4-methoxypyridin-2-yl}carbonyl)amino]-6-methyl-4,9-dioxo-1,5-dioxonan-7-yl 2-methylpropanoat CC(C(=O)O[C@H]1[C@@H](OC([C@H](COC([C@@H]1CC1=CC=CC=C1)=O)NC(=O)C1=NC=CC(=C1OCOC(C(C)C)=O)OC)=O)C)C